N1C=C(C2=CC=CC=C12)NC(=O)NC1=CC2=C(SCC(N2CC=2C=NC=CC2)=O)C=C1 1-(1H-indol-3-yl)-3-(3-oxo-4-(pyridin-3-ylmethyl)-3,4-dihydro-2H-benzo[b][1,4]thiazin-6-yl)urea